FC=1C=C(C=C(C1)F)C=1OC(=CN1)C(=O)O 2-(3,5-difluorophenyl)oxazole-5-carboxylic acid